N1N=CC(=C1)C1=CC=C2C(=N1)SC(=N2)NC2=NC=CC(=C2)N2CCN(CC2)C(COC(C)C)=O 1-(4-(2-((5-(1H-pyrazol-4-yl)thiazolo[5,4-b]pyridin-2-yl)amino)pyridin-4-yl)piperazin-1-yl)-2-isopropoxyethanone